pyrazine-2-carboxylic acid {3-[(1H-benzimidazol-2-ylmethyl)-(5,6,7,8-tetrahydro-quinolin-8-yl)-amino]-propyl}-amide N1C(=NC2=C1C=CC=C2)CN(CCCNC(=O)C2=NC=CN=C2)C2CCCC=1C=CC=NC21